CCCCCCCCCCCCCCCCCCCCCCCCCCCCCC(CC(=O)N[C@H](CC1=CC=CC=C1)C(=O)N[C@H]([C@@H](C)OC2[C@@H]([C@@H]([C@@H]([C@@H](O2)C)O)O)O[C@H]3[C@@H]([C@@H]([C@H]([C@@H](O3)C)O)O[C@H]4[C@H]([C@@H]([C@@H]([C@@H](O4)C)O[C@H]5[C@@H]([C@@H]([C@H]([C@@H](O5)C)OC)O)O)O)OC)O)C(=O)N[C@H](C)C(=O)N[C@@H](C)COC6[C@@H]([C@@H]([C@H]([C@@H](O6)C)OC)OC)O)O The molecule is a glycopeptidolipid antigen from clinically prominent members of the Mycobacterium avium serocomplex. It has a role as an antigen.